ClC1=C(C=C(CC2C(N(CC2COC)C2=CC(=NN2)C2=CN=NC=C2C)=O)C=C1F)F 3-(4-chloro-3,5-difluorobenzyl)-4-(methoxymethyl)-1-(3-(5-methylpyridazin-4-yl)-1H-pyrazol-5-yl)pyrrolidin-2-one